OC(=O)C(F)(F)F.N1N=CC=C1C(=O)N 1H-pyrazole-5-carboxamide TFA salt